1-aminopropan-2-yl 3,6-dichloro-2-methoxybenzoate ClC=1C(=C(C(=O)OC(CN)C)C(=CC1)Cl)OC